3'-chloro-6'-(dibutylamino)-2'-(phenylamino)-spiro[isobenzofuran-1(3H),9'-[9H]xanthene]-3-one ClC=1C(=CC=2C3(C4=CC=C(C=C4OC2C1)N(CCCC)CCCC)OC(C1=CC=CC=C13)=O)NC1=CC=CC=C1